C(C)(C)OC=1C=C2C(=NNC2=CC1)C1=CC(=NC=N1)N1CC(OCC1)CCN1CCNCC1 4-(6-(5-isopropoxy-1H-indazol-3-yl)pyrimidin-4-yl)-2-(2-(piperazin-1-yl)ethyl)morpholine